(R)-N-(2-(3-fluoropyrrolidin-1-yl)ethyl)-2,6-dimethyl-4-(4,4,5,5-tetramethyl-1,3,2-dioxaborolan-2-yl)benzamide F[C@H]1CN(CC1)CCNC(C1=C(C=C(C=C1C)B1OC(C(O1)(C)C)(C)C)C)=O